(4aS,7aS)-hexahydro-5H-[1,4]dioxino[2,3-c]pyrrole O1CCO[C@@H]2[C@@H]1CNC2